FC1=C(C(=O)NC)C=C(C(=C1)NC1=NC=C2N(C(N(C2=N1)C1CCOCC1)=O)C)C 2-fluoro-N,5-dimethyl-4-((7-methyl-8-oxo-9-(tetrahydro-2h-pyran-4-yl)-8,9-dihydro-7h-purin-2-yl)amino)benzamide